COC=1C(=CC2=CC=CC=C2C1)[C@@H](C1CCN(CC1)C(=O)OC(C)(C)C)N[S@@](=O)C(C)(C)C tert-butyl 4-[(R)-(3-methoxynaphthalen-2-yl)([[(S)-2-methylpropane-2-sulfinyl]amino])methyl]piperidine-1-carboxylate